ClC1=C(C(=CC=C1)F)N1N=C(C=2C1=CN=CC2)C2=CC=C(C=C2)N2CCN(CC2)C (2-chloro-6-fluorophenyl)-3-(4-(4-methylpiperazin-1-yl)phenyl)-1H-pyrazolo[3,4-c]pyridine